O[C@@H]1CC[C@H](CC1)NC(=O)C1=CC2=C(N=CN2)C=C1 benzoimidazole-5-carboxylic acid (trans-4-hydroxy-cyclohexyl)-amide